5-benzyl-3-isopropyl-N7-(piperidin-3-yl)pyrazolo[1,5-a]pyrimidine-5,7-diamine C(C1=CC=CC=C1)C1(N=C2N(C(=C1)NC1CNCCC1)NC=C2C(C)C)N